[N+](=O)([O-])C1=C(C=C(C=C1)C(F)(F)F)[N+](=O)[O-] DINITRO-5-(TRIFLUOROMETHYL)BENZENE